COCCOCC=C allyl 2-methoxyethyl ether